3-ethyl-[1,2]oxazolo[5,4-d]pyrimidin-4-amine C(C)C1=NOC2=NC=NC(=C21)N